O=C1NC(CCC1N1C(C2=CC=CC(=C2C1=O)N1CCC(CC1)C(=O)N)=O)=O 1-(2-(2,6-dioxopiperidin-3-yl)-1,3-dioxoisoindolin-4-yl)piperidine-4-carboxamide